O1[C@@H](CC1)COS(=O)(=O)C1=CC=C(C=C1)C (S)-4-methylbenzenesulfonic acid oxetan-2-ylmethyl ester